3-((4-Carboxyphenyl)amino)-2-phenylimidazo[1,2-a]pyridine-7-carboxylic acid C(=O)(O)C1=CC=C(C=C1)NC1=C(N=C2N1C=CC(=C2)C(=O)O)C2=CC=CC=C2